(-)-nicotine bitartrate CN1CCC[C@H]1C2=CN=CC=C2.[C@@H]([C@H](C(=O)O)O)(C(=O)O)O